[Si](C)(C)(C(C)(C)C)O[C@@H]1[C@H](O[C@H]([C@@H]1OC)N1C(NC(C=C1)=O)=O)C(=O)O (2S,3S,4R,5R)-3-((tert-butyldimethylsilyl)oxy)-5-(2,4-dioxo-3,4-dihydro-pyrimidin-1(2H)-yl)-4-methoxytetrahydrofuran-2-carboxylic acid